CC1=C(C=O)C(=CC(=C1)O[Si](C(C)C)(C(C)C)C(C)C)C 2,6-dimethyl-4-triisopropylsilyloxybenzaldehyde